C1CC(=O)N[C@@H]1C(=O)O Oxoproline